COC(=O)C=1C(=CC2=C(C1)C1(CCN(CC1)CC1=CC=CC=C1)CO2)C(=O)OC 1'-benzyl-2H-spiro[benzofuran-3,4'-piperidine]-5,6-dicarboxylic acid dimethyl ester